FC=1C(=NC=C(C1)F)N1C=C(C(C2=CC(=C(N=C12)N1C[C@H]([C@@H](C1)O)O)F)=O)C(=O)O 1-(3,5-Difluoropyridin-2-yl)-7-[(3R,4R)-3,4-dihydroxypyrrolidin-1-yl]-6-fluoro-4-oxo-1,4-dihydro-1,8-naphthyridine-3-carboxylic acid